ethyl 3-[2,3-dichloro-6-(prop-2-en-1-yloxy)phenyl]-4-oxobutanoate ClC1=C(C(=CC=C1Cl)OCC=C)C(CC(=O)OCC)C=O